(R)-N-(3-(5-(azetidin-1-yl)pyrimidin-2-yl)-1,2,3,4,4a,5-hexahydrobenzo[b]pyrazino[1,2-d][1,4]oxazin-8-yl)-2-(1,5-dimethyl-3-phenyl-1H-pyrrol-2-yl)-2-oxoacetamide N1(CCC1)C=1C=NC(=NC1)N1C[C@H]2N(C3=C(OC2)C=C(C=C3)NC(C(=O)C=3N(C(=CC3C3=CC=CC=C3)C)C)=O)CC1